C[C@@H]1N(C[C@H](NC1)C)C1=NC=CC2=C1C(=CN2C2=C(C(=O)O)C=CN=C2)C(F)(F)F (4-((2S,5R)-2,5-dimethylpiperazin-1-yl)-3-(trifluoromethyl)-1H-pyrrolo[3,2-c]pyridin-1-yl)isonicotinic acid